CC1=C(NC=C1C)C(=O)OCC ethyl 3,4-dimethyl-1H-pyrrole-2-carboxylate